1-[4-(3-fluorooxetan-3-yl)pyridin-2-yl]-N-(3-methyl-1H-indazol-4-yl)pyrazole-4-sulfonamide FC1(COC1)C1=CC(=NC=C1)N1N=CC(=C1)S(=O)(=O)NC1=C2C(=NNC2=CC=C1)C